6-Bromo-2-(cyclopentyloxy)-3-methoxybenzaldehyde BrC1=CC=C(C(=C1C=O)OC1CCCC1)OC